4-((4-(1-(tert-Butyl)-1H-pyrazol-4-yl)pyridin-2-yl)((4-(4-methoxy-3-methylphenyl)bicyclo[2.2.2]octan-1-yl)methyl)carbamoyl)cyclohexyl-4-hydroxypiperidine C(C)(C)(C)N1N=CC(=C1)C1=CC(=NC=C1)N(C(=O)C1CCC(CC1)N1CCC(CC1)O)CC12CCC(CC1)(CC2)C2=CC(=C(C=C2)OC)C